(S)-(4-(3-chloro-2-(phenylcarbamoyl)phenyl)-3-oxobutan-2-yl)carbamic acid tert-butyl ester C(C)(C)(C)OC(N[C@@H](C)C(CC1=C(C(=CC=C1)Cl)C(NC1=CC=CC=C1)=O)=O)=O